C(C)(CC)NC1CCC(CC1)N1C(NC2=C1C=C(C(=C2)C=2C=C(C=1N(C2)N=CN1)C)C)=O 1-((1s,4s)-4-(sec-butylamino)cyclohexyl)-6-methyl-5-(8-methyl-[1,2,4]triazolo[1,5-a]pyridin-6-yl)-1,3-dihydro-2H-benzo[d]imidazol-2-one